C(C)N1N=C(C(=C1C(C)C)NC(=O)NS(=O)(=O)C=1C=NN2C1OCC(C2)NC)C(C)C N-((1-ethyl-3,5-diisopropyl-1H-pyrazol-4-yl)carbamoyl)-6-(methylamino)-6,7-dihydro-5H-pyrazolo[5,1-b][1,3]oxazine-3-sulfonamide